C1(CCCCC1)OC(=O)OOC(=O)OC1CCCCC1 Dicyclohexylperoxydicarbonat